C(CCCCC)C=1C=C2C(=CC(=NC2=CC1)N(C=1N=NNN1)C)C1=CC=CC=C1 6-hexyl-N-methyl-4-phenyl-N-(2H-tetrazol-5-yl)quinolin-2-amine